4-(benzyl-(2-formyl-5-(trifluoromethyl)phenyl)amino)butanoic acid, 2,2,2-trifluoroacetate salt FC(C(=O)O)(F)F.C(C1=CC=CC=C1)N(CCCC(=O)O)C1=C(C=CC(=C1)C(F)(F)F)C=O